BrC1=CC=C(C2=NSN=C21)Br 4,7-dibromo-benzo[c]-[1,2,5]thiadiazole